COC1=NC=C(C=N1)C1=C(C=O)C=C(C=C1)SC(F)(F)F (2-methoxypyrimidin-5-yl)-5-((trifluoromethyl)thio)benzaldehyde